O=C1NC(CCC1N1CC2=CC=C(C=C2C1=O)CNC(OCC1CCN(CC1)C)=O)=O (1-methylpiperidin-4-yl)methyl N-{[2-(2,6-dioxopiperidin-3-yl)-3-oxo-2,3-dihydro-1H-isoindol-5-yl]methyl}carbamate